rac-N~2~-{(3S,4S)-7-bromo-4-[(2,3'-difluoro[1,1'-biphenyl]-3-yl)methyl]-6-oxo-1,3,4,6-tetrahydro-2H-quinolizin-3-yl}-N~1~,N~1~-dimethylethanediamide BrC=1C(N2[C@H]([C@H](CCC2=CC1)NC(C(=O)N(C)C)=O)CC=1C(=C(C=CC1)C1=CC(=CC=C1)F)F)=O |r|